OCCOC1=CC=C(C=C1)C1(C2=C(C=CC=C2C=2C=CC=C(C12)C1=CC=CC2=CC=CC=C12)C1=CC=CC2=CC=CC=C12)C1=CC=C(C=C1)OCCO 9,9-bis(4-(2-hydroxyethoxy)phenyl)-1,8-dinaphthylfluorene